3-hydroxy-4-[(2-hydroxynaphth-1-yl)azo]-7-nitro-1-naphthalene-sulfonic acid chromium [Cr].OC=1C=C(C2=CC(=CC=C2C1N=NC1=C(C=CC2=CC=CC=C12)O)[N+](=O)[O-])S(=O)(=O)O